C(C1=CC=CC=C1)(=O)N1CC(C1)CN1C(=NC2=C1C(=CC(=C2)C(=O)N2[C@@H]1CC[C@H](C2)[C@H]1N)Cl)C=1N(C2=CC=CC=C2C1)CC1CC1 (1R,4R,7R)-2-{1-[(1-benzoylazetidin-3-yl)methyl]-7-chloro-2-[1-(cyclopropylmethyl)-1H-indol-2-yl]-1H-1,3-benzodiazole-5-carbonyl}-2-azabicyclo[2.2.1]heptan-7-amine